(3-cyano-4-(2-methoxypropoxy)phenyl)-4-methylthiazole-5-carboxylic acid C(#N)C=1C=C(C=CC1OCC(C)OC)C=1SC(=C(N1)C)C(=O)O